[Al+3].CC1=CC=NC2=C(C=CC=C12)O.CC1=CC=NC2=C(C=CC=C12)O.CC1=CC=NC2=C(C=CC=C12)O tris(4-methyl-8-hydroxyquinoline) Aluminum (III)